N-[5-(7-fluoro-5-methoxy-1H-benzimidazol-2-yl)-1-methyl-pyrazol-3-yl]-4-[4-(oxetan-3-yl)piperazin-1-yl]benzamide FC1=CC(=CC2=C1NC(=N2)C2=CC(=NN2C)NC(C2=CC=C(C=C2)N2CCN(CC2)C2COC2)=O)OC